6-bromo-1-(cyclopropylmethyl)-3,3-dimethylindolin-2-one BrC1=CC=C2C(C(N(C2=C1)CC1CC1)=O)(C)C